2-((1-(6-((2-amino-2-oxo-1-phenylethyl)thio)-3,5-dicyano-4-cyclopropylpyridin-2-yl)piperidin-3-yl)amino)acetic acid NC(C(C1=CC=CC=C1)SC1=C(C(=C(C(=N1)N1CC(CCC1)NCC(=O)O)C#N)C1CC1)C#N)=O